5-Ethyl-2-methoxy-4-(1,4-dioxa-8-azaspiro[4.5]decan-8-yl)aniline C(C)C=1C(=CC(=C(N)C1)OC)N1CCC2(OCCO2)CC1